BrC1=CC=2N(C=C1)N=C(C2C(=O)OC)C(=O)OC Dimethyl 5-bromopyrazolo[1,5-a]pyridine-2,3-dicarboxylate